FC(CN1CCC2(C(NC=3N2N=CC3)=O)CC1)(F)F 1-(2,2,2-trifluoroethyl)-1',2'-dihydrospiro[piperidine-4,3'-pyrazolo[1,5-a]imidazol]-2'-one